tert-butyl 6-((6-(difluoromethyl)-2-ethylpyridin-3-yl)sulfonyl)-2,6-diazaspiro[3.3]heptane-2-carboxylate FC(C1=CC=C(C(=N1)CC)S(=O)(=O)N1CC2(CN(C2)C(=O)OC(C)(C)C)C1)F